ClC=1C(=NN(C1)C(F)F)C1=NC(=NC=C1C(F)(F)F)N[C@@H]1CC[C@H](CC1)N(C(=O)NCC(F)F)C1=NC=C(C=C1)C=1C=NC(=NC1)OC 1-(trans-4-((4-(4-chloro-1-(difluoromethyl)-1H-pyrazol-3-yl)-5-(trifluoromethyl)pyrimidin-2-yl)amino)cyclohexyl)-3-(2,2-difluoroethyl)-1-(5-(2-methoxypyrimidin-5-yl)pyridin-2-yl)urea